3-(1-(Benzyloxy)naphthalen-2-yl)-5-(2-methylthiophen-3-yl)-1H-pyrazole C(C1=CC=CC=C1)OC1=C(C=CC2=CC=CC=C12)C1=NNC(=C1)C1=C(SC=C1)C